6-bromo-7-chloro-5-(2,6-difluorophenyl)-1,3-dihydro-1,4-benzodiazepin-2-one BrC1=C(C=CC2=C1C(=NCC(N2)=O)C2=C(C=CC=C2F)F)Cl